CCCCCCCC\C=C/CCCCCCCCCCCCCCC (Z)-9-Pentacosene